(S)-3-(6-amino-4,6-dihydrospiro[cyclopenta[d]thiazole-5,4'-piperidin]-1'-yl)-6-((5-chloro-3-(2-methoxyethyl)-4-oxo-3,4-dihydroquinazolin-6-yl)thio)pyrazine-2-carboxamide N[C@@H]1C2=C(N=CS2)CC12CCN(CC2)C=2C(=NC(=CN2)SC=2C(=C1C(N(C=NC1=CC2)CCOC)=O)Cl)C(=O)N